[7-fluoro-3-(methoxymethoxy)-8-[2-(triisopropylsilyl)ethynyl]naphthalen-1-yl]methanol FC1=CC=C2C=C(C=C(C2=C1C#C[Si](C(C)C)(C(C)C)C(C)C)CO)OCOC